(2S,3S,4S,5S)-hexane-1,2,3,4,5,6-hexol C([C@@H]([C@@H]([C@H]([C@H](CO)O)O)O)O)O